6-Benzoyl-2-{2-O-[tert-butyl(dimethyl)silyl]-3-O-(4-oxopentanoyl)-β-D-ribofuranosyl}-6,7,8,9-tetrahydro-2H-2,3,5,6-tetraazabenzo[cd]azulene C(C1=CC=CC=C1)(=O)N1C=2C3=C(N(C=C3CCC1)[C@H]1[C@H](O[Si](C)(C)C(C)(C)C)[C@H](OC(CCC(C)=O)=O)[C@H](O1)CO)N=CN2